3-{3-isopropyl-4-[(3-oxo-1,2,3,4-tetrahydropyrido[2,3-b]pyrazin-8-yl)oxy]phenyl}-1-[5-(trifluoromethyl)-3-pyridinyl]-2,4-imidazolidinedione C(C)(C)C=1C=C(C=CC1OC1=CC=NC=2NC(CNC21)=O)N2C(N(CC2=O)C=2C=NC=C(C2)C(F)(F)F)=O